C(C)(C)N1C(=NC(=C1)C(F)(F)F)C1=CC=C(C=C1)[C@@H](C)O (R)-1-(4-(1-isopropyl-4-(trifluoromethyl)-1H-imidazol-2-yl)phenyl)ethan-1-ol